ClC1=NC=CC(=C1)OC1CN(C1)C1=CC(N(N=C1)CC=1C(=NOC1C)C=1C=NC(=CC1)C)=O 5-(3-((2-Chloropyridin-4-yl)oxy)azetidin-1-yl)-2-((5-methyl-3-(6-methylpyridin-3-yl)isoxazol-4-yl)methyl)pyridazin-3(2H)-one